NC1C(N(CC1)C1=NC=C(C=N1)F)=O 3-amino-1-(5-fluoropyrimidin-2-yl)pyrrolidin-2-one